C(CCC)NCCCCCCCCCCCCNCCCC 1,12-dibutylaminododecane